5-((2R)-4-(6,7-dimethyl-4-(3-(trifluoromethyl)bicyclo[1.1.1]pentan-1-yl)pteridin-2-yl)tetrahydro-2H-pyran-2-yl)-1-(5-methylthiophen-3-yl)pyridin-2(1H)-one CC=1N=C2C(=NC(=NC2=NC1C)C1C[C@@H](OCC1)C=1C=CC(N(C1)C1=CSC(=C1)C)=O)C12CC(C1)(C2)C(F)(F)F